C(C)C1(C(OCC(O1)=O)=O)CC 3,3-diethyl-1,4-dioxan-2,5-dione